racemic-[trans-(2-hydroxycycloheptyl)sulfanyl](phenyl)methanone O[C@H]1[C@@H](CCCCC1)SC(=O)C1=CC=CC=C1 |r|